N-(4-{[3-({1-[(tert-butyldimethylsilyl)oxy]-2-methylpropan-2-yl}sulfanyl)-6-(5-chloro-2-fluorophenyl)pyridazin-4-yl]amino}pyridin-2-yl)-3-(4-methylpiperazin-1-yl)propanamide [Si](C)(C)(C(C)(C)C)OCC(C)(C)SC=1N=NC(=CC1NC1=CC(=NC=C1)NC(CCN1CCN(CC1)C)=O)C1=C(C=CC(=C1)Cl)F